BrC1=C(CCC(C1)(C)C)C(=O)O 2-bromo-4,4-dimethylcyclohex-1-ene-1-carboxylic acid